1'-(5-((3-Oxoisobenzofuran-1(3H)-ylidene)methyl)pyridin-3-yl)spiro[cyclopropane-1,3'-indolin]-2'-one O=C1OC(C2=CC=CC=C12)=CC=1C=C(C=NC1)N1C(C2(C3=CC=CC=C13)CC2)=O